2-(3-hydroxybenzamido)benzo[d]thiazole-6-carboxylic acid OC=1C=C(C(=O)NC=2SC3=C(N2)C=CC(=C3)C(=O)O)C=CC1